1,18-dioxo-3-oxa-2,7,17-triazaicosan O=CNOCCCNCCCCCCCCCNC(CC)=O